1-(5-hydroxypyrimidin-2-yl)-5-(trifluoromethyl)-1H-pyrazole-4-carboxylic acid OC=1C=NC(=NC1)N1N=CC(=C1C(F)(F)F)C(=O)O